CC1=C(C=NO)C=C(C(=C1)C)[N+](=O)[O-] 2,4-dimethyl-5-nitro-benzaldoxime